BrC=1C=C(C(=C(C#N)C1)NC)[N+](=O)[O-] 5-bromo-2-(methylamino)-3-nitrobenzonitrile